C(CCCCCCCCCCCCCCCCCCCCCCCCCCCCCCCCC)(=O)OC([C@@H](N)CO)=O seryl tetratriacontanoate